3-(3-(4-methoxyphenyl)-1H-pyrazol-4-yl)benzaldehyde COC1=CC=C(C=C1)C1=NNC=C1C=1C=C(C=O)C=CC1